6,7-difluoro-2,3-dihydrobenzo[b][1,4]dioxin-5-formaldehyde FC1=C(C2=C(OCCO2)C=C1F)C=O